NC=1C(=NC(=CC1)Br)C#CC(C)O 4-(3-amino-6-bromo-2-pyridyl)3-butyn-2-ol